[2-[(E)-3-bromoprop-1-enyl]sulfonylethyl]-N-methyl-carbamate BrC/C=C/S(=O)(=O)CCOC(NC)=O